ClC1=C(CNC(=O)C2C=3C=CC=NC3C(CC2)=O)C=CC(=C1F)F N-(2-chloro-3,4-difluorobenzyl)-8-oxo-5,6,7,8-tetrahydroquinoline-5-carboxamide